2-bromo-5-(1-(trifluoromethyl)cyclopropyl)thiophene BrC=1SC(=CC1)C1(CC1)C(F)(F)F